BrC1=CC=C(C=C1)C1(CC1)C(N)=N 1-(4-bromophenyl)cyclopropane-carboximidamide